ClC1=CC(=C(C(=C1)F)[C@@H](CC1=NC(=NC(=N1)N[C@@H](CO)CC(C)C)NS(=O)(=O)C)C)F N-(4-((R)-2-(4-chloro-2,6-difluorophenyl)propyl)-6-(((R)-1-hydroxy-4-methylpent-2-yl)amino)-1,3,5-triazin-2-yl)methanesulfonamide